C(#N)/C(/C(=O)N(C)CCN(C)C)=C\C=1OC(=CC1)C1=NC=2C(=C3C(=NC2)NC=C3)N1C1CCOCC1 (E)-2-cyano-N-(2-(dimethylamino)ethyl)-N-methyl-3-(5-(1-(tetrahydro-2H-pyran-4-yl)-1,6-dihydroimidazo[4,5-d]pyrrolo[2,3-b]pyridin-2-yl)furan-2-yl)acrylamide